2-methyl-5-((1r,2r,5r)-5-methyl-2-(prop-1-en-2-yl)cyclohexyl)-1,3-dioxane CC1OCC(CO1)[C@H]1[C@@H](CC[C@H](C1)C)C(=C)C